ClC=1C=C2C(=NC(=NC2=C(C1C1=C2C(=NNC2=CC=C1C)C1CC1)F)OCCN1CC(CC1)(F)F)N1C[C@H](N(C[C@@H]1C)C(C=C)=O)C 1-((2R,5S)-4-((R)-6-chloro-7-(3-cyclopropyl-5-methyl-1H-indazol-4-yl)-2-(2-(3,3-difluoropyrrolidin-1-yl)ethoxy)-8-fluoroquinazolin-4-yl)-2,5-dimethylpiperazin-1-yl)prop-2-en-1-one